7-(3-methyl-3,6-diazabicyclo[3.2.0]heptan-6-yl)-2-[3-(6-methyl-2-pyridyl)-1H-pyrazol-4-yl]-1,5-naphthyridine CN1CC2CN(C2C1)C1=CN=C2C=CC(=NC2=C1)C=1C(=NNC1)C1=NC(=CC=C1)C